4-(2-acryloyl-2,6-diazaspiro[3.4]octan-6-yl)-6-(3-amino-5-methyl-1H-indazol-4-yl)-2-(((S)-1-methylpyrrolidin-2-yl)methoxy)pyrimidine-5-carbonitrile C(C=C)(=O)N1CC2(C1)CN(CC2)C2=NC(=NC(=C2C#N)C2=C1C(=NNC1=CC=C2C)N)OC[C@H]2N(CCC2)C